tert-Butyl N-[endo-8-{7-[4-chloro-3-(cyanomethyl)-2-methyl-2H-indazol-5-yl]-5-{[2-(trimethylsilyl)ethoxy]methyl}-5H-pyrrolo[2,3-b]pyrazin-3-yl}-8-azabicyclo[3.2.1]octan-3-yl]carbamate ClC=1C2=C(N(N=C2C=CC1C1=CN(C2=NC(=CN=C21)N2C1CC(CC2CC1)NC(OC(C)(C)C)=O)COCC[Si](C)(C)C)C)CC#N